C(=O)(O)COC(CN)=O glycine carboxymethyl ester